2-(2-chloro-4-aminophenyl)-5-aminobenzoxazole ClC1=C(C=CC(=C1)N)C=1OC2=C(N1)C=C(C=C2)N